2-(2',4'-difluoro-3'-methoxy-[1,1'-biphenyl]-3-yl)-5-(trifluoromethyl)-2,3-dihydrobenzofuran FC1=C(C=CC(=C1OC)F)C1=CC(=CC=C1)C1OC2=C(C1)C=C(C=C2)C(F)(F)F